(S)-3-((3-(2-(2-((4-(dimethylamino)-4-oxobut-2-yn-1-yl)(methyl)amino)propanamido)ethyl)-5-methoxyphenyl)amino)-6-ethyl-5-((tetrahydro-2H-pyran-4-yl)amino)pyrazine-2-carboxamide CN(C(C#CCN([C@H](C(=O)NCCC=1C=C(C=C(C1)OC)NC=1C(=NC(=C(N1)NC1CCOCC1)CC)C(=O)N)C)C)=O)C